O(C1=CC=CC=C1)C1=CC=C2C=C(N=CC2=C1)C(=O)[O-] 7-phenoxyisoquinoline-3-carboxylate